(R)-N-(1-(1H-indol-3-yl)propan-2-yl)-2,2-difluoropropan-1-amine N1C=C(C2=CC=CC=C12)C[C@@H](C)NCC(C)(F)F